5-(2-hydroxy-N-(2-hydroxyethyl)acetamido)-2,4,6-triiodo-isophthalamide OCC(=O)N(CCO)C=1C(=C(C(=C(C(=O)N)C1I)I)C(=O)N)I